ClC1=C(C(=O)O)C(=C(C=N1)O)OC(F)(F)F 2-chloro-5-hydroxy-4-(trifluoromethoxy)nicotinic acid